CC1=C(C(=O)O)C=CC(=C1SC)C 2,4-dimethyl-3-methylmercaptobenzoic acid